BrC=1C=C(N)C=C(C1)S(F)(F)(F)(F)F 3-bromo-5-(pentafluorosulfanyl)aniline